3-(3,4-dihydro-2H-1,5-benzodioxepin-7-yl)prop-2-en-1-one O1CCCOC2=C1C=CC(=C2)C=CC=O